6-bromo-2-((dimethylamino)methyl)pyridin-3-ol methyl-(R)-piperidine-2-carboxylate CN1[C@H](CCCC1)C(=O)OC=1C(=NC(=CC1)Br)CN(C)C